C(CCCCCCCCCCCCCC)(=O)OCCCCCCCCCCCCCCCCCCCC arachidyl pentadecylate